isopropyl (S)-6-diazo-2-((R)-2-(5-fluoropyridin-3-yl)-2-hydroxyacetamido)-5-oxohexanoate [N+](=[N-])=CC(CC[C@@H](C(=O)OC(C)C)NC([C@H](O)C=1C=NC=C(C1)F)=O)=O